benzene sulfate S(=O)(=O)(O)O.C1=CC=CC=C1